FC(C(=O)O)(F)F.OCCOC=1C=C(C=2N(C1)N=CC2C#N)C=2C=NC(=CC2)N2CCN(CC2)CC2=NC=C(C=C2)OC 6-(2-hydroxyethoxy)-4-(6-(4-((5-methoxypyridin-2-yl)methyl)piperazin-1-yl)pyridin-3-yl)pyrazolo[1,5-a]pyridine-3-carbonitrile 2,2,2-trifluoroacetate